5-[(2-chloro-6-fluorophenyl)methyl]-4-[(1-methylpiperidin-2-yl)methyl]-2-(2,2,2-trifluoroethyl)-2,4-dihydro-3H-1,2,4-triazol-3-one ClC1=C(C(=CC=C1)F)CC=1N(C(N(N1)CC(F)(F)F)=O)CC1N(CCCC1)C